rac-(1S,2S)-2-(5-((tert-butyldiphenylsilyl)oxy)pentyl)-2-methylcyclopropane-1-carboxylic acid tert-butyl ester C(C)(C)(C)OC(=O)[C@@H]1[C@@](C1)(C)CCCCCO[Si](C1=CC=CC=C1)(C1=CC=CC=C1)C(C)(C)C |r|